C(C)C(C(=O)OCCCOC(C(CCCC)CC)=O)CCCC trimethylene glycol bis(2-ethylhexanoate)